The molecule is a ribose monophosphate, a 1-ribosylbenzimidazole and a dimethylbenzimidazole. It has a role as an Escherichia coli metabolite and a mouse metabolite. It derives from an alpha-ribazole. It is a conjugate acid of an alpha-ribazole 5'-phosphate(2-). CC1=CC2=C(C=C1C)N(C=N2)[C@@H]3[C@@H]([C@@H]([C@H](O3)COP(=O)(O)O)O)O